N-[3-(4-formylanilino)phenyl]prop-2-enamide C(=O)C1=CC=C(NC=2C=C(C=CC2)NC(C=C)=O)C=C1